ClC=1C=C(C=2C[C@H](CC2C1)NC=1N=CC2=C(N1)CN(C2=O)C)C#N (S)-6-chloro-2-((6-methyl-5-oxo-6,7-dihydro-5H-pyrrolo[3,4-d]pyrimidin-2-yl)amino)-2,3-dihydro-1H-indene-4-carbonitrile